(1R)-1-[[3-(4-pyridyl)-1-trityl-indazol-5-yl]amino]tetralin-6-carbonitrile N1=CC=C(C=C1)C1=NN(C2=CC=C(C=C12)N[C@@H]1CCCC2=CC(=CC=C12)C#N)C(C1=CC=CC=C1)(C1=CC=CC=C1)C1=CC=CC=C1